Cl.CC1(NC[C@@H]([C@@H]1O)O)C |r| rac-(3R,4S)-2,2-dimethylpyrrolidine-3,4-diol hydrochloride